CC1=C(C=CC=C1)/C=C/C(CC(=O)O)=O e-5-(2-methylphenyl)-3-oxo-4-pentenoic acid